2,6-bis(thiophene-2-ylmethylene)cyclohexanone S1C(=CC=C1)C=C1C(C(CCC1)=CC=1SC=CC1)=O